FC1=C2C=CN(C2=C(C=C1)C)C1=CC(=CC=C1)NC1CN(CC1)C 4-fluoro-7-methyl-N-(3-((1-methylpyrrolidin-3-yl)amino)phenyl)-1H-indole